5-(cyclopropylmethoxy)-1H-pyrazol-3-amine C1(CC1)COC1=CC(=NN1)N